ClC1=CC=2[C@@](C3=CC=CC=C3C2C=C1)(C(=O)N1[C@@H]2CC([C@H]([C@@H]1C(=O)N[C@@H](C[C@H]1C(NCCC1)=O)C#N)CC2)(F)F)O (1S,3R,4S)-2-((S)-2-chloro-9-hydroxy-9H-fluorene-9-carbonyl)-N-((S)-1-cyano-2-((S)-2-oxopiperidin-3-yl)ethyl)-5,5-difluoro-2-azabicyclo[2.2.2]octane-3-carboxamide